N-((1R)-3-cyano-3-azabicyclo[3.2.0]heptan-1-yl)-5-(3-phenoxypyridin-4-yl)thiazole-2-carboxamide C(#N)N1C[C@]2(CCC2C1)NC(=O)C=1SC(=CN1)C1=C(C=NC=C1)OC1=CC=CC=C1